4-Cyano-4-[[(dodecylthio)thiocarbonyl]thio]pentanoic acid C(#N)C(CCC(=O)O)(C)SC(=S)SCCCCCCCCCCCC